FC(C1=CC=C(C=C1)S(=O)(=O)C1CCC2(CN(C2)C(=O)N2CC3(C2)NC(CC3)=O)CC1)(F)F 2-[7-[4-(trifluoromethyl)phenyl]sulfonyl-2-azaspiro[3.5]nonane-2-carbonyl]-2,5-diazaspiro[3.4]octan-6-one